5-(2-cyclobutyl-7H-pyrrolo[2,3-d]pyrimidin-5-yl)-N-((3,3-difluorocyclobutyl)methyl)pyrazolo[1,5-a]pyridine-3-carboxamide C1(CCC1)C=1N=CC2=C(N1)NC=C2C2=CC=1N(C=C2)N=CC1C(=O)NCC1CC(C1)(F)F